NC=1C=C(C=C(C1)OC)CNC(OCCCC)=O butyl N-[(3-amino-5-methoxyphenyl)methyl]carbamate